FC(C1=NN=C(O1)C1=CC(N(C=C1)CC#CC=1C=NC=CC1)=O)F 4-(5-(difluoromethyl)-1,3,4-oxadiazol-2-yl)-1-(3-(pyridin-3-yl)prop-2-yn-1-yl)pyridin-2(1H)-one